COC1=CC=C(CSC=2N=CCN2)C=C1 2-((4-methoxybenzyl)thio)-4H-Imidazole